(1R,3S)-3-{5-[5-(2-formyl-3-methanesulfonamidophenyl)-2-methyl pyrazole-3-amido]-2H-pyrazol-3-yl}cyclopentyl N-isopropylcarbamate C(C)(C)NC(O[C@H]1C[C@H](CC1)C=1NN=C(C1)NC(=O)C=1N(N=C(C1)C1=C(C(=CC=C1)NS(=O)(=O)C)C=O)C)=O